(R)-N-((R)-1-(naphthalen-1-yl)ethyl)-4-oxochroman-2-carboxamide C1(=CC=CC2=CC=CC=C12)[C@@H](C)NC(=O)[C@@H]1OC2=CC=CC=C2C(C1)=O